FC1=CC=C(C2=CC=CC=C12)C12CN(CC2C1)C 1-(1-fluoronaphthalen-4-yl)-3-methyl-3-aza-bicyclo[3.1.0]hexane